(S)-5-aminopiperidin-2-one N[C@H]1CCC(NC1)=O